C(C1=CC=CC=C1)(=O)O[C@@H]([C@@H](C1=NC=CC(=C1)[N+](=O)[O-])OC(C1=CC=CC=C1)=O)C |r| rac-[(1R,2R)-2-benzoyloxy-1-methyl-2-(4-nitro-2-pyridyl)ethyl] benzoate